C(\C=C\C(=O)OCCCCCCCCCCCCCCCCCCCCCC)(=O)OCCCCCCCCCCCCCCCCCCCCCC dibehenyl fumarate